FC(CN1C2=NC(=NC=C2N(C1=O)C)N1CC2(CN(C2)C2=NC(=NC(=C2)C(F)(F)F)C)CC1)F 9-(2,2-difluoroethyl)-7-methyl-2-(2-(2-methyl-6-(trifluoromethyl)pyrimidin-4-yl)-2,6-diazaspiro[3.4]octan-6-yl)-7,9-dihydro-8H-purin-8-one